N-isopropyl-N-methyl-4-((2-oxopyridin-1(2H)-yl)methyl)benzamide C(C)(C)N(C(C1=CC=C(C=C1)CN1C(C=CC=C1)=O)=O)C